2-(4-Fluorophenyl)propanoic acid-propen-1-yl ester C(=CC)OC(C(C)C1=CC=C(C=C1)F)=O